FC(C)(F)C1=CC(=NC(=C1)[C@]1(COCC1)OC)N1N=C(C=2C=NC(=CC21)NC(=O)N)C (R)-1-(1-(4-(1,1-Difluoroethyl)-6-(3-methoxytetrahydrofuran-3-yl)pyridin-2-yl)-3-methyl-1H-pyrazolo[4,3-c]pyridin-6-yl)urea